O=S=NC(OC(C)(C)C)=O tert-butyl (oxo-λ4-sulfaneylidene)carbamate